tert-butyl 3-[4-[2-chloro-4-[[5-[6-(dimethylamino)-2,5-difluoro-3-pyridyl]-1-methyl-imidazole-2-carbonyl]amino]benzoyl]piperazine-1-carbonyl]pyrrolidine-1-carboxylate ClC1=C(C(=O)N2CCN(CC2)C(=O)C2CN(CC2)C(=O)OC(C)(C)C)C=CC(=C1)NC(=O)C=1N(C(=CN1)C=1C(=NC(=C(C1)F)N(C)C)F)C